O=S1(N(CCC1)C1=CC=C(C=C1)NC(COC1=C2C=CN(C2=CC=C1)CCOC)=O)=O N-[4-(1,1-dioxo-2-isothiazolidinyl)phenyl]-2-{[1-(2-methoxyethyl)-1H-indol-4-yl]oxy}acetamide